CC1=C(C(=C(C(=C1C)C)C)C)O 2,3,4,5,6-pentamethylphenol